C(CCCCCCCCCCCCCCC)NC(CN)C palmitylpropylenediamine